C1=NNC(=N1)CC(C(=O)O)N The molecule is a non-proteinogenic alpha-amino acid that is alanine in which one of the methyl hydrogens is replaced by a 1,2,4-triazol-3-yl group. It is a member of triazoles and a non-proteinogenic alpha-amino acid.